tert-butyl (E)-(2-((1-bromo-5-cyclopropyl-4-oxo-4,5,6,7-tetrahydro-2H-pyrrolo[3,4-c]pyridin-2-yl)methyl)-3-fluoroallyl)carbamate BrC=1N(C=C2C(N(CCC21)C2CC2)=O)C\C(\CNC(OC(C)(C)C)=O)=C\F